[C@H]1(CCC2=CC=CC=C12)NC1=C2N=CN(C2=NC(=N1)C#CCCC)[C@@H]1SC[C@H]([C@H]1O)O (2R,3R,4S)-2-[6-[[(1R)-indan-1-yl]amino]-2-pent-1-ynyl-purin-9-yl]tetrahydrothiophene-3,4-diol